ClC1=CC=C(C=C1)C1=CC(=NC(=N1)C=1C=NC=CC1)N1CCC(CC1)=O (6-(4-chlorophenyl)-2-(pyridin-3-yl)pyrimidin-4-yl)piperidin-4-one